4-(((3-(3-(trifluoromethoxy)phenyl)imidazo[1,2-b]pyridazin-6-yl)amino)methyl)piperidine-4-carboxylate FC(OC=1C=C(C=CC1)C1=CN=C2N1N=C(C=C2)NCC2(CCNCC2)C(=O)[O-])(F)F